n-butyl-2-oxazoline C(CCC)C=1OCCN1